ClC1=CC2=C(N(C(N=C2N2[C@H](CN(CC2)C(=O)OC(C)(C)C)C)=O)C2=C(C=CC=C2)C2CC2)N=C1C1=C(C=CC=C1O)F (3S)-tert-Butyl 4-(6-chloro-1-(2-cyclopropylphenyl)-7-(2-fluoro-6-hydroxyphenyl)-2-oxo-1,2-dihydropyrido[2,3-d]pyrimidin-4-yl)-3-methylpiperazine-1-carboxylate